C(CC)C1(C=CC=C1)[Hf](N(C)CC)(N(C)CC)N(CC)C (n-propylcyclopentadienyl)tris(methylethylamino)hafnium